C(C1CO1)N(CC1CO1)CC1CCCCC1 N,N-diglycidylaminomethylcyclohexane